((4-(5,6-dimethylpyrimidin-4-yl)piperazin-1-yl)methyl)-6-vinylbenzo[d]oxazole CC=1C(=NC=NC1C)N1CCN(CC1)CC=1OC2=C(N1)C=CC(=C2)C=C